3-(4-((S)-2-amino-2-((S)-1,2,3,4-tetrahydronaphthalen-1-yl)acetamido)phenyl)-2,4-lutidine 1-oxide N[C@H](C(=O)NC1=CC=C(C=C1)C1=C([N+](=CC=C1C)[O-])C)[C@H]1CCCC2=CC=CC=C12